C(#N)C=1C=C(C=CC1F)NC(=O)[C@@H]1CN(CC1)C(=O)C1=CC=2C(=NC=CC2)N1 (S)-N-(3-cyano-4-fluorophenyl)-1-(1H-pyrrolo[2,3-b]pyridine-2-carbonyl)pyrrolidine-3-carboxamide